5-chloro-3-((4-chlorophenylimino)meth-yl)-2-(isobutyryloxy)phenyl nicotinate C(C1=CN=CC=C1)(=O)OC1=C(C(=CC(=C1)Cl)C=NC1=CC=C(C=C1)Cl)OC(C(C)C)=O